CN[C@H](CC(=O)O)C(=O)O The molecule is an aspartic acid derivative having an N-methyl substituent and D-configuration. It has a role as a neurotransmitter agent. It is a D-alpha-amino acid, a D-aspartic acid derivative, an amino dicarboxylic acid and a secondary amino compound.